5-fluoro-pyrazole-3-carbonitrile FC1=CC(=NN1)C#N